2-(2-ethoxyethoxy)-1,1,1-trifluoroethane C(C)OCCOCC(F)(F)F